ClC=1C=C(CN2CCC(CC2)(O)CN2C=NC3=C(C2=O)C=NN3C3=CC=C(C=C3)F)C=CC1 5-((1-(3-chlorobenzyl)-4-hydroxypiperidin-4-yl)methyl)-1-(4-fluorophenyl)-1,5-dihydro-4H-pyrazolo[3,4-d]pyrimidin-4-one